FC1=NC(=CC=C1C=1CCN(CC1)C1C=C(CC1)C=1NC(C(=CN1)C)=O)C(=O)NC 2-fluoro-N-methyl-1'-(3-(5-methyl-6-oxo-1,6-dihydropyrimidin-2-yl)cyclopent-2-en-1-yl)-1',2',3',6'-tetrahydro-[3,4'-bipyridine]-6-carboxamide